COC(C(CCC)[C@@H]1C([C@H](C[C@@H]1OC(CCCC)=O)N1C=2N=C(NC(C2N=C1)=O)N)=C)=O ((1R,3S,5S)-3-(2-amino-6-oxo-1H-purin-9(6H)-yl)-2-methylene-5-(pentanoyloxy)cyclopentyl)pentanoic acid methyl ester